(S)-tert-butyl (4-(8-amino-3-(1-(methylsulfonyl)pyrrolidin-3-yl)imidazo[1,5-a]pyrazin-1-yl)-2-methoxyphenyl)carbamate NC=1C=2N(C=CN1)C(=NC2C2=CC(=C(C=C2)NC(OC(C)(C)C)=O)OC)[C@@H]2CN(CC2)S(=O)(=O)C